titanium triisopropoxide distearate C(CCCCCCCCCCCCCCCCC)(=O)[O-].C(CCCCCCCCCCCCCCCCC)(=O)O.CC([O-])C.CC([O-])C.CC([O-])C.[Ti+4]